COC1=CC=C(CC(COC=2C=NC=CC2)OC(=O)NCC2=CC=C(C=C2)N(C)C)C=C1 3-[(4-methoxybenzyl)(4-dimethylaminobenzyl)aminocarbonyloxyethoxy]pyridine